N1(CCC2=CC=CC=C12)CCC(C=CC=C)=C 1-(N-indolinyl)-3-methylenehept-4,6-diene